ClC=1C=C(C=CC1Cl)C=1N(C(=C(C(C1C(=O)O)=O)C1=CC(=C(C=C1)Cl)Cl)C)CC 2,5-bis(3,4-dichlorophenyl)-1-ethyl-6-methyl-4-oxo-pyridine-3-carboxylic acid